methyl 5-[5-(2-{1-[(5-bromo-2-nitrophenyl) amino]-3-azabicyclo[3.2.1]octan-3-yl} ethoxy)-1-methylpyrazol-4-yl]-1-methyl-6-oxopyridine-3-carboxylate BrC=1C=CC(=C(C1)NC12CN(CC(CC1)C2)CCOC2=C(C=NN2C)C2=CC(=CN(C2=O)C)C(=O)OC)[N+](=O)[O-]